F[C@H]1COCC[C@@H]1N1N=C(C(=C1)C=1N=CC2=C(N1)OC(=C2)C2=CC=CC=C2)C2=CC=C(C=C2)F {1-[(3R,4S)-3-fluorooxan-4-yl]-3-(4-fluorophenyl)-1H-pyrazol-4-yl}-6-phenylfuro[2,3-d]pyrimidine